COC=1C=C(C=CC1[N+](=O)[O-])S 3-methoxy-4-nitrobenzenethiol